C1(CC1)C1=NC(=CC(=C1)C1=C(C=C(C#N)C=C1)C=1N=NC=CC1C)N1C(C2=C(C(=C1)C1CC1)C=C(N2)CNC2(CCC2)CO)=O 4-[2-Cyclopropyl-6-[4-cyclopropyl-2-[[[1-(hydroxymethyl)cyclobutyl]-amino]methyl]-7-oxo-1H-pyrrolo[2,3-c]pyridin-6-yl]pyridin-4-yl]-3-(4-methylpyridazin-3-yl)benzonitrile